ClC1=NC=C2C=C(C(N(C2=C1)C)=O)C=1C=CC(=C(C#N)C1)O 5-(7-Chloro-1-methyl-2-oxo-1,2-dihydro-1,6-naphthyridin-3-yl)-2-hydroxybenzonitrile